5-(5-bromo-2-methylphenyl)pent-4-ynal BrC=1C=CC(=C(C1)C#CCCC=O)C